C4-chloro-6-cyclopropyloxy-3-fluoro-2-(4-iodo-1-methyl-1H-pyrazol-5-yl)benzonitrile ClC1=C(C(=C(C#N)C(=C1)OC1CC1)C1=C(C=NN1C)I)F